2-oxo-1-(1,1,1-trifluoropropan-2-yl)-1,2-dihydropyridin-4-yl trifluoromethanesulfonate FC(S(=O)(=O)OC1=CC(N(C=C1)C(C(F)(F)F)C)=O)(F)F